C1CCN2CCCC12COC=1N=C(C2=C(N1)C=CN=C2)N 2-((hexahydro-1H-pyrrolizin-7a-yl)methoxy)pyrido[4,3-d]pyrimidin-4-amine